N,N'-bis(2,3-dihydroxypropyl)-5-[N-(2-hydroxyethyl)-hydroxyacetamido]-2,4,6-triiodo-1,3-benzenedicarboxamide OC(CNC(=O)C1=C(C(=C(C(=C1I)N(C(CO)=O)CCO)I)C(=O)NCC(CO)O)I)CO